CCCNC1=CC=CC=C1 2-methyl-ethyl-aniline